N-(4-chlorophenyl)-4-(pyridin-4-ylmethyl)phthalazin-1-amine succinate C(CCC(=O)O)(=O)O.ClC1=CC=C(C=C1)NC1=NN=C(C2=CC=CC=C12)CC1=CC=NC=C1